O1C=C(C=C1)[C@H]1[C@@H](C1)C(=O)O (1r,2r)-2-(3-furyl)cyclopropane-1-carboxylic acid